FC(N1N=C(C(=C1)F)[S@@](=O)(N)=NC(NC1=C2C(=NC3=C1CCC3)CCC2)=O)F (R)-1-(difluoromethyl)-4-fluoro-N'-((1,2,3,5,6,7-hexahydrodicyclopenta[b,e]pyridin-8-yl)carbamoyl)-1H-pyrazole-3-sulfonimidamide